heptadecendioic acid C(C=CCCCCCCCCCCCCCC(=O)O)(=O)O